IC=1C(C(=C(C(C1I)=O)C)C)=O 2,3-diiodo-5,6-dimethyl-1,4-benzoquinone